N1(C=NC=C1)C1=CC=C(C=C1)NC1=NC=CC(=N1)C(=O)NC=1C=NC=CC1C1=CC=CC=C1 2-((4-(1H-imidazol-1-yl)phenyl)amino)-N-(4-phenylpyridin-3-yl)pyrimidine-4-carboxamide